N-ethyl-4-(5-(4-fluoro-2,6-dimethylphenoxy)-1-(2-hydroxy-2-methylpropyl)-1H-pyrazolo[4,3-b]pyridin-6-yl)-6-methyl-7-oxo-6,7-dihydro-1H-pyrrolo[2,3-c]pyridine-2-carboxamide C(C)NC(=O)C1=CC2=C(C(N(C=C2C=2C=C3C(=NC2OC2=C(C=C(C=C2C)F)C)C=NN3CC(C)(C)O)C)=O)N1